(3-(trifluoromethyl)bicyclo[1.1.1]pent-1-yl)methanone FC(C12CC(C1)(C2)C=O)(F)F